Ethyl 2-(N-(4-(5-(2-(4,4-difluoropiperidin-1-yl)-6-methylpyrimidin-4-yl)-1,3,4-oxadiazol-2-yl)-3-(6-azaspiro[2.5]octan-6-yl)phenyl)sulfamoyl)propionate FC1(CCN(CC1)C1=NC(=CC(=N1)C1=NN=C(O1)C1=C(C=C(C=C1)NS(=O)(=O)C(C(=O)OCC)C)N1CCC2(CC2)CC1)C)F